N-(6-((5-chloro-2-((5-chloro-2-methoxy-4-(4-(4-methyl-1,4-diazepan-1-yl)piperidin-1-yl)phenyl)amino)pyrimidin-4-yl)amino)-2,3-dihydrobenzofuran-5-yl)-N-methylmethanesulfonamide ClC=1C(=NC(=NC1)NC1=C(C=C(C(=C1)Cl)N1CCC(CC1)N1CCN(CCC1)C)OC)NC1=CC2=C(CCO2)C=C1N(S(=O)(=O)C)C